N,N,N'-trimethylthiourea CN(C(=S)NC)C